C(C)N1C=NC2=C1C(=C(C=C2)C#CC2=NN(C(=C2C(=O)N)NC)[C@@H]2CN([C@H](C2)COC)C(C=C)=O)F 3-[2-(3-ethyl-4-fluoro-1,3-benzodiazol-5-yl)ethynyl]-1-[(3S,5R)-5-(methoxymethyl)-1-(prop-2-enoyl)pyrrolidin-3-yl]-5-(methylamino)pyrazole-4-carboxamide